O=C1NN=C(C2=CC=CC=C12)CCCC(=O)NN 4-(4-oxo-3,4-dihydro-phthalazin-1-yl)butyryl-hydrazine